[4-(trifluoromethoxy)phenyl]propanoic acid FC(OC1=CC=C(C=C1)C(C(=O)O)C)(F)F